5-(methylsulfonyl)-4,5,6,7-tetrahydro-1H-pyrazolo[4,3-c]pyridin-3-ylmethanone CS(=O)(=O)N1CC2=C(CC1)NN=C2C=O